(3S,5R)-tert-Butyl 5-((5'-chloro-2'-fluoro-[1,1'-biphenyl]-4-yl) methyl)-3-methyl-2-oxo-3-((vinyloxy) methyl)pyrrolidine-1-carboxylate ClC=1C=CC(=C(C1)C1=CC=C(C=C1)C[C@@H]1C[C@](C(N1C(=O)OC(C)(C)C)=O)(COC=C)C)F